(6-chloro-2-((2,6-dimethoxyphenyl)amino)pyridin-3-yl)-6-ethoxypyridinecarboxamide ClC1=CC=C(C(=N1)NC1=C(C=CC=C1OC)OC)C=1C(=NC(=CC1)OCC)C(=O)N